2-[(1R)-1-[6-[5-Methyl-1-(4-piperidyl)pyrazol-4-yl]pyrazolo[1,5-a]pyridin-4-yl]oxyethyl]benzonitrile HCl Cl.CC1=C(C=NN1C1CCNCC1)C=1C=C(C=2N(C1)N=CC2)O[C@H](C)C2=C(C#N)C=CC=C2